CN(C1=CC=C(C=C1)CCC(=O)NC1=C(C=C(C(=O)OC)C=C1)C(=O)N1CCC(CC1)OC1=NC=C(C=C1)C1=CC=C(C=C1)N(C)C)C methyl 4-(3-(4-(dimethylamino)phenyl)propanamido)-3-(4-((5-(4-(dimethylamino)phenyl)pyridin-2-yl)oxy)piperidine-1-carbonyl)benzoate